(R)-1-(4-methoxyphenyl)propane-2-amine COC1=CC=C(C=C1)C[C@@H](C)N